N-(2-(3,3-difluoropyrrolidin-1-yl)-4-(2-fluoro-phenyl)pyridin-3-yl)-6-(tetrahydrofuran-2-yl)-nicotinamide FC1(CN(CC1)C1=NC=CC(=C1NC(C1=CN=C(C=C1)C1OCCC1)=O)C1=C(C=CC=C1)F)F